ClCC=1C[N+](C=CC1)=O 3-(chloromethyl)-1-oxo-pyridin-1-ium